O=C1N(CCC(N1)=O)C=1C=C(C=CC1)[N-]CCCCCCCN1CCCCC1 N-(3-(2,4-dioxotetrahydropyrimidin-1(2H)-yl)phenyl)-7-(piperidin-1-yl)heptylamide